phenyl-p-toluidine C1(=CC=CC=C1)NC1=CC=C(C=C1)C